2,6-difluorobenzoic acid sodium salt [Na+].FC1=C(C(=O)[O-])C(=CC=C1)F